2-((6-amino-2-(thiazol-5-yl)quinolin-4-yl)oxy)ethan-1-ol NC=1C=C2C(=CC(=NC2=CC1)C1=CN=CS1)OCCO